(R)-6-fluoro-4-oxo-1-(2-oxo-2,3-dihydro-1H-benzo[d]imidazol-5-yl)-7-(2-((pyridin-2-yloxy)methyl)pyrrolidin-1-yl)-1,4-dihydroquinoline-3-carboxylic acid FC=1C=C2C(C(=CN(C2=CC1N1[C@H](CCC1)COC1=NC=CC=C1)C1=CC2=C(NC(N2)=O)C=C1)C(=O)O)=O